Tert-butyl 4-(6-(5-((2,4-difluorophenyl)sulfonamido)-6-methoxypyridin-3-yl)-2-(methylsulfonyl)quinazolin-4-yl)piperazine-1-carboxylate FC1=C(C=CC(=C1)F)S(=O)(=O)NC=1C=C(C=NC1OC)C=1C=C2C(=NC(=NC2=CC1)S(=O)(=O)C)N1CCN(CC1)C(=O)OC(C)(C)C